6-bromo-5-methoxybenzo[b]Thiophene-2-carbonyl chloride BrC=1C(=CC2=C(SC(=C2)C(=O)Cl)C1)OC